4-(9-anthryl)-6-chloro-5-hydroxy-2-methyl-3(2H)-pyridazinone C1=CC=CC2=CC3=CC=CC=C3C(=C12)C=1C(N(N=C(C1O)Cl)C)=O